2,2-propanediol CC(C)(O)O